FC(CCCOP([O-])(=O)CO[C@@H](CN1C2=NC=NC(=C2N=C1)N)C)(CCCCCCCCCCCCCCCC)F.[NH4+].[Si](C1=CC=CC=C1)(C1=CC=CC=C1)(C(C)(C)C)OCC=1OC(=CC1)CO[Si](C1=CC=CC=C1)(C1=CC=CC=C1)C(C)(C)C 2,5-bis(((tert-butyldiphenylsilyl)oxy)methyl)furan ammonium 4,4-difluoroeicosyl-(R)-(((1-(6-amino-9H-purin-9-yl)propan-2-yl)oxy)methyl)phosphonate